BrCC1CC(N(CC1)C(=O)OC(C)(C)C)(C)C tert-butyl 4-(bromomethyl)-2,2-dimethyl-piperidine-1-carboxylate